benzeneFormamide C1(=CC=CC=C1)C(=O)N